5-(2,6-dichloro-4-(6-(difluoromethyl)-3,5-dioxo-4,5-dihydro-1,2,4-triazin-2(3H)-yl)phenoxy)-2-hydroxy-N-(1-((methylsulfonyl)methyl)cyclopropyl)benzenesulfonamide ClC1=C(OC=2C=CC(=C(C2)S(=O)(=O)NC2(CC2)CS(=O)(=O)C)O)C(=CC(=C1)N1N=C(C(NC1=O)=O)C(F)F)Cl